Cl.FC=1C(=C(C=C(C1)F)C1CCN(CC1)C(=O)C1=NNC=2CNCCC21)C(F)(F)F (4-(3,5-difluoro-2-(trifluoromethyl)phenyl)piperidin-1-yl)(4,5,6,7-tetrahydro-1H-pyrazolo[3,4-c]pyridin-3-yl)methanone hydrochloride